ethyl (E)-4-(((1r,4r)-4-(3-((tert-butoxycarbonyl)amino)propanamido)cyclohexyl)oxy)but-2-enoate C(C)(C)(C)OC(=O)NCCC(=O)NC1CCC(CC1)OC/C=C/C(=O)OCC